C(=O)(OC(C)(C)C)N1CCC(CC1)OS(=O)(=O)C 1-boc-4-methanesulfonyloxypiperidine